iridium Oxide [Ir]=O